{5-[5-amino-6-(2-chloro-3,6-difluoro-benzyloxy)-pyrazin-2-yl]-thiophen-2-yl}-(4-pyrrolidin-1-yl-piperidin-1-yl)-methanone NC=1N=CC(=NC1OCC1=C(C(=CC=C1F)F)Cl)C1=CC=C(S1)C(=O)N1CCC(CC1)N1CCCC1